C(C)(C)(C)OC(=O)N1C[C@H](N(C(C2=C1C1=C(S2)C=CC(=N1)N)=O)C(=O)OC(C)(C)C)C (R)-9-amino-3-methyl-5-oxo-2,3-dihydro-1H-pyrido[2',3':4,5]thieno[3,2-e][1,4]diazepine-1,4(5H)-dicarboxylic acid di-tert-butyl ester